1-chloro-9-phenyl-2-(triphenylsilyl)-9H-carbazole ClC1=C(C=CC=2C3=CC=CC=C3N(C12)C1=CC=CC=C1)[Si](C1=CC=CC=C1)(C1=CC=CC=C1)C1=CC=CC=C1